FC=1C=C(C(=O)OC)C=C(C1[N+](=O)[O-])O Methyl 3-fluoro-5-hydroxy-4-nitrobenzoate